1-[(3,5-di-tert-butyl-4-hydroxyphenyl)(thiophen-2-yl)methyl]naphthalen-2-ol C(C)(C)(C)C=1C=C(C=C(C1O)C(C)(C)C)C(C1=C(C=CC2=CC=CC=C12)O)C=1SC=CC1